O(C1=CC=CC=C1)C1=CC=C(C=C1)C1=NN(C2=NC=NC(=C21)N)C2=CC=C(C=C2)N2CCNCC2 3-(4-phenoxyphenyl)-1-(4-(piperazin-1-yl)phenyl)-1H-pyrazolo[3,4-d]pyrimidin-4-amine